[Cl-].[Cl-].[SiH3][Ti+2](C1(C(=C(C(=C1)C)C)C)C)NC(C)(C)C silyl-(N-t-butylamino)(tetramethyl-cyclopentadienyl)titanium dichloride